para-phenylenesulfide C12=CC=C(C=C1)S2